7-(2-(4-(1-(4-aminophenyl)piperidin-4-yl)piperazin-1-yl)ethyl)-5-fluoro-2-(((tetrahydro-2H-pyran-4-yl)thio)methyl)quinazolin-4(3H)-one NC1=CC=C(C=C1)N1CCC(CC1)N1CCN(CC1)CCC1=CC(=C2C(NC(=NC2=C1)CSC1CCOCC1)=O)F